C1(=CC=C(C=C1)P(C1=C(C2=CC=CC=C2C=C1)C1=C(C=CC2=CC=CC=C12)P(C1=CC=C(C=C1)C)C1=CC=C(C=C1)C)C1=CC=C(C=C1)C)C (+)-2,2'-bis(di-p-tolylphosphino)-1,1'-binaphthyl